OC1(OC2=CC(=CC=C2C(=C1NC(C)=O)C1=CC=CC=C1)C1=CC=CC=C1)C(F)(F)F N-(2-Hydroxy-4,7-diphenyl-2-(trifluoromethyl)-2H-chromen-3-yl)acetamide